P(=O)(O)(O)O[C@H]1[C@]([C@@H](O[C@@H]1CO)N1C=NC=2C(=O)NC(N)=NC12)(O)F.[N+](#[C-])CS(=O)(=O)C1=CC=C(C=C1)C 1-((isocyanomethyl)sulfonyl)-4-methylbenzene 2'-fluoroguanosine-3'-phosphate